FC1=CC=C(C=C1)C1(CCN(CC1)C1=NC(=CC(=N1)OC)C)O 4-(4-fluorophenyl)-1-(4-methoxy-6-methylpyrimidin-2-yl)piperidin-4-ol